pyrazolo[3,4-b]indole N1=NC=C2C1=NC1=CC=CC=C21